tri(isobutyl)amine C(C(C)C)N(CC(C)C)CC(C)C